(R)-4-((1-(3-(difluoromethyl)-2-fluorophenyl)ethyl)amino)-N,N,2-trimethylimidazo[1',2':1,6]pyrido[2,3-d]pyrimidine-6-carboxamide FC(C=1C(=C(C=CC1)[C@@H](C)NC=1C2=C(N=C(N1)C)N1C(C(=C2)C(=O)N(C)C)=NC=C1)F)F